FC=1C=C2C(=CC(=CC2=CC1)O)C1=C(C=2N=C(N=C(C2C(=N1)C#CC)N1CC2(CCO2)CCC1)OC[C@H]1N(CCC1)C)F 6-fluoro-4-(8-fluoro-2-(((S)-1-methylpyrrolidin-2-yl)methoxy)-5-(propynyl)-4-(1-oxa-6-azaspiro[3.5]non-6-yl)pyrido[4,3-d]pyrimidin-7-yl)naphthalen-2-ol